C1(CC1)C1=CC=C(C=C1)CC(=O)O 2-(4-cyclopropylphenyl)acetic acid